NC(C(CCC(=O)OC)N1C(C2=CC=C(C=C2C1=O)CN1C[C@@H](N(CC1)C(=O)[O-])C)C(C)(C)C)=O (2S)-4-{[2-(1-amino-5-methoxy-1,5-dioxopentan-2-yl)-1-Tert-butyl oxo-2,3-dihydro-1H-isoindol-5-yl]methyl}-2-methylpiperazine-1-carboxylate